(2-(4-iodobenzenesulfonyloxy)ethyl)(trifluoromethylsulfonyl)amide Sodium salt [Na+].IC1=CC=C(C=C1)S(=O)(=O)OCC[N-]S(=O)(=O)C(F)(F)F